BrC=1C=C2C(C(NC2=CC1)=O)(O)CC(=O)C1=CC=C(C=C1)OCC 5-bromo-3-(2-(4-ethoxyphenyl)-2-oxoethyl)-3-hydroxyindolin-2-one